tert-butyl (2S)-3-methyl-2-[methyl-(1-prop-2-ynylpyrrolidine-3-carbonyl)amino]butanoate CC([C@@H](C(=O)OC(C)(C)C)N(C(=O)C1CN(CC1)CC#C)C)C